N-((2,4-difluorophenyl)(methyl)(oxo)-lambda6-sulfanylidene)-4-(5-(trifluoromethyl)-1,2,4-oxadiazol-3-yl)benzamide FC1=C(C=CC(=C1)F)S(=NC(C1=CC=C(C=C1)C1=NOC(=N1)C(F)(F)F)=O)(=O)C